Tetraisopropyl orthosilicate [Si](OC(C)C)(OC(C)C)(OC(C)C)OC(C)C